4-Amino-N-(2,3-dihydro-1H-inden-2-yl)-6-((2-hydroxy-3-methylphenyl)amino)pyridineamide NC1=CC(=NC(=C1)NC1=C(C(=CC=C1)C)O)C(=O)NC1CC2=CC=CC=C2C1